C(C)(C)(C)N1N=CC=2C(N(CCC21)CC2=C(C=C(C=C2)C2=C(C=NC=C2)OCCN(C(C=C)=O)C)C)=O N-(2-((4-(4-((1-(tert-butyl)-4-oxo-1,4,6,7-tetrahydro-5H-pyrazolo[4,3-c]pyridin-5-yl)methyl)-3-methylphenyl)pyridin-3-yl)oxy)ethyl)-N-methylacrylamide